The molecule is the (S)-oxido diastereomer of L-methionine S-oxide. It is an enantiomer of a D-methionine (R)-S-oxide. It is a tautomer of a L-methionine (S)-S-oxide zwitterion. C[S@](=O)CC[C@@H](C(=O)O)N